C(CCCCC)(=O)[O-].[Ce+3].C(CCCCC)(=O)[O-].C(CCCCC)(=O)[O-] cerium caproate